N-[(3R)-1-[2-[tert-butyl(dimethyl)silyl]oxyethyl]-3-piperidyl]-5-chloro-7-fluoro-oxazolo[4,5-b]pyridin-2-amine [Si](C)(C)(C(C)(C)C)OCCN1C[C@@H](CCC1)NC=1OC=2C(=NC(=CC2F)Cl)N1